2-(((1-methylpyrrolidine-3-carbonyl)oxy)methyl)propane CN1CC(CC1)C(=O)OCC(C)C